methyl 4-(((2S,4S)-1-(2-(4-(3-(4-(((tert-butoxycarbonyl)amino)methyl)phenyl)ureido) phenyl) acetyl)-4-fluoropyrrolidin-2-yl)methoxy)benzoate C(C)(C)(C)OC(=O)NCC1=CC=C(C=C1)NC(NC1=CC=C(C=C1)CC(=O)N1[C@@H](C[C@@H](C1)F)COC1=CC=C(C(=O)OC)C=C1)=O